C(=O)C1=CC=C(C(=O)Cl)C=C1 4-FORMYL-BENZOYL CHLORIDE